C1=CC=CC=2C3=CC=CC=C3N(C12)C1=C2C=C(C(C2=CC=C1)[Zr]C1C(=CC2=C(C=CC=C12)N1C2=CC=CC=C2C=2C=CC=CC12)C)C bis((4s)-4-(9H-carbazol-9-yl)-2-methyl-inden-1-yl)zirconium